N=1N=CC=2C1C(N=CC2)=O 7H-pyrazolo[3,4-c]pyridin-7-one